N1C=CC2=NC=C(C=C21)NC2=C(C(NC=C2)=O)C(=O)NC2=CC=C(C=C2)N2CCN(CC2)C 4-((1H-Pyrrolo[3,2-b]pyridin-6-yl)amino)-N-(4-(4-methylpiperazin-1-yl)phenyl)-2-oxo-1,2-dihydropyridine-3-carboxamide